C(CCCCCCC#C)C1=CC=C(C=C1)O 4-{non-8-yn-1-yl}phenol